C(C)(C)(C)OC(N[C@H](C=1N=C2N(N=CC(=C2)CO)C1)C1CCC(CC1)(F)F)=O (S)-((4,4-difluorocyclohexyl)(7-(hydroxymethyl)imidazo[1,2-b]pyridazin-2-yl)methyl)carbamic acid tert-butyl ester